C(C)(C)(C)C=1C=C(C=C(C1O)C)CCC(=O)OCC(C)(C)C1OCC2(CO1)COC(OC2)C(COC(CCC2=CC(=C(C(=C2)C)O)C(C)(C)C)=O)(C)C 3,9-bis[2-{3-(3-tertiary butyl-4-hydroxy-5-methylphenyl)propionyloxy}-1,1-dimethyl-ethyl]-2,4,8,10-tetraoxaspiro[5.5]undecane